N1=NC(=CC=C1)COC1=CC=C(C=C1)C=1N=CN(C1)C(=O)OC(C)(C)C tert-butyl 4-(4-(pyridazin-3-ylmethoxy)phenyl)-1H-imidazole-1-carboxylate